C(CCCCCCCCCCCCC)(O)O Tetradecandiol